C[C@@H]1N(CCOC1)C=1C2=C(N=C(N1)C#CC=1N(C=C(N1)C1=CC=CC=C1)C)CNCC2 (3S)-3-Methyl-4-[2-[2-(1-methyl-4-phenyl-imidazol-2-yl)ethynyl]-5,6,7,8-tetrahydropyrido[3,4-d]pyrimidin-4-yl]morpholine